2,6-bis[3-(2-methoxyethoxy)propanoyl]-1,2,3,5,6,7-hexahydro-s-indacene-1,3,5,7-tetrone COCCOCCC(=O)C1C(C2=CC=3C(C(C(C3C=C2C1=O)=O)C(CCOCCOC)=O)=O)=O